N-(2-chloro-4-iodophenyl)-2-((7-(trifluoromethyl)-[1,2,4]triazolo[1,5-c]pyrimidin-2-yl)thio)acetamide ClC1=C(C=CC(=C1)I)NC(CSC1=NN2C=NC(=CC2=N1)C(F)(F)F)=O